3-(diphenylphosphoryl)-4-(3-azidopropyl)-1,4-dimethyltetrazene C1(=CC=CC=C1)P(=O)(C1=CC=CC=C1)N(N=NC)N(C)CCCN=[N+]=[N-]